C1(CC1)C([C@@H](C(NC=1C=C2CC(CC2=CC1)N1C(N[C@@H](C1)C(F)(F)F)=O)=O)NC(=O)C1=NON=C1C)C1CC1 N-((2S)-1,1-dicyclopropyl-3-oxo-3-((2-((S)-2-oxo-4-(trifluoromethyl)imidazolidin-1-yl)-2,3-dihydro-1H-inden-5-yl)amino)propan-2-yl)-4-methyl-1,2,5-oxadiazole-3-carboxamide